1-(2-(4-aminophenyl)acetyl)-N-(4-(3-(pyridin-4-yl)phenyl)thiazol-2-yl)azetidine-2-carboxamide hydrochloride Cl.NC1=CC=C(C=C1)CC(=O)N1C(CC1)C(=O)NC=1SC=C(N1)C1=CC(=CC=C1)C1=CC=NC=C1